benzyl 4-imidazo[1,2-a]pyridin-2-yl-3-oxo-2-(3-phenylpropyl)piperazine-1-carboxylate N=1C(=CN2C1C=CC=C2)N2C(C(N(CC2)C(=O)OCC2=CC=CC=C2)CCCC2=CC=CC=C2)=O